C1(CCCCC1)N[C@H](CC1CCCCC1)C(=O)N1[C@@H](CN(CC1)C(=O)OC1=C(C=CC=C1)Br)C(NCC=1SC=CC1)=O 2-bromophenyl (3S)-4-(N,3-dicyclohexyl-D-alanyl)-3-[(thiophen-2-ylmethyl)carbamoyl]piperazine-1-carboxylate